(R)-(N-Methyl-N-((1-methylpyrrolidin-2-yl)methyl)sulfamoyl)((1,2,3,5-tetrahydro-s-indacen-4-yl)carbamoyl)amide, potassium salt [K+].CN(S(=O)(=O)[N-]C(NC1=C2CCCC2=CC=2C=CCC12)=O)C[C@@H]1N(CCC1)C